heptyl 5-(octyl((2-oxoethoxy)carbonyl)amino)pentanoate C(CCCCCCC)N(CCCCC(=O)OCCCCCCC)C(=O)OCC=O